2,4-bis(thiazol-4-yl)-3-(pyridin-2-ylmethyl)-7-methyl-3,7-diaza-bicyclo[3.3.1]nonan-9-one S1C=NC(=C1)C1C2CN(CC(C(N1CC1=NC=CC=C1)C=1N=CSC1)C2=O)C